C(C1=CC=CC=C1)N1CC2=CC=C(C=C2C1=O)C(F)(F)F 2-benzyl-3-oxo-5-(trifluoromethyl)isoindoline